CC=1C=C2C(C=C(OC2=C(C1)C(C)NC1=C(C(=O)O)C=CC=C1)C1=CC2=CN(N=C2C=C1)C)=O 2-((1-(6-Methyl-2-(2-methyl-2H-indazol-5-yl)-4-oxo-4H-chromen-8-yl)ethyl)amino)benzoic acid